(1S,2R,3S)-3-((6-(2-hydroxy-6-methyl-4-(trifluoromethyl)phenyl)pyridazin-3-yl)amino)cyclopentane-1,2-diol OC1=C(C(=CC(=C1)C(F)(F)F)C)C1=CC=C(N=N1)N[C@@H]1[C@H]([C@H](CC1)O)O